t-Butyl 3-((S)-2-((S)-3-(4-(allyloxy)phenyl)-2-((tert-butoxycarbonyl)amino)propanamido)-3-methoxy-3-oxopropyl)-1H-indole-1-carboxylate C(C=C)OC1=CC=C(C=C1)C[C@@H](C(=O)N[C@@H](CC1=CN(C2=CC=CC=C12)C(=O)OC(C)(C)C)C(=O)OC)NC(=O)OC(C)(C)C